C(C)(C)(C)OC(=O)N1CC2CC(C(C1)C2)C(=O)O 3-[(tert-butoxy)carbonyl]-3-azabicyclo[3.2.1]octane-6-carboxylic acid